2-hexyl-4-methyltetrahydro-2H-pyran C(CCCCC)C1OCCC(C1)C